O=C1NC(CCC1N1C(C2=C(C=C(C=C2C1)CN1CCN(CC1)C1=CC=C(C=C1)C1=CC=C2CN(C(C2=C1)=O)C(C(=O)NC=1SC=CN1)C1=C(C=CC(=C1)F)O)F)=O)=O 2-(6-(4-(4-((2-(2,6-dioxopiperidin-3-yl)-7-fluoro-1-oxoisoindolin-5-yl)methyl)piperazin-1-yl)phenyl)-1-oxoisoindolin-2-yl)-2-(5-fluoro-2-hydroxyphenyl)-N-(thiazol-2-yl)acetamide